5-isobutyl-4-methylthiophene-2-sulfonamide C(C(C)C)C1=C(C=C(S1)S(=O)(=O)N)C